N1CC(C1)CC(=O)OC1=NC=C(C=N1)C=1C=CC=2C(N1)=C(N(N2)CC)N(CC)C=2SC(=C(N2)C2=CC=C(C=C2)F)C#N 1-(5-(3-((5-cyano-4-(4-fluorophenyl) thiazol-2-yl) (ethyl) amino)-2-ethyl-2H-pyrazolo[4,3-b]pyridin-5-yl) pyrimidin-2-yl) azetidin-3-ylacetate